3,5-dimethylphenoxyacetic acid CC=1C=C(OCC(=O)O)C=C(C1)C